C=C(CC(=O)O)CCCCC(=O)O 3-methylenesuberic acid